C(CCCC)OP(=O)(OCCCCC)OCCCCC Tri-n-pentylphosphat